xylylene dicarbamate C(N)(OCC=1C(=CC=CC1)COC(N)=O)=O